1,4-diaminoethylpiperazine NC(C)N1CCN(CC1)N